tert-butyl (8-(4-(dimethylcarbamoyl)piperazin-1-yl)-6-(N-(1-methylcyclopropyl)sulfamoyl)imidazo[1,2-a]pyridin-3-yl)carbamate CN(C(=O)N1CCN(CC1)C=1C=2N(C=C(C1)S(NC1(CC1)C)(=O)=O)C(=CN2)NC(OC(C)(C)C)=O)C